O=C1C2(CC(C(N1)=O)C2)N2C(C1=CC=C(C=C1C2)O[C@H]2[C@@H](CCCC2)N2CC(C2)C2=CC=C(C#N)C=C2)=O |r| Rac-4-(1-((trans)-2-((2-(2,4-dioxo-3-azabicyclo[3.1.1]heptan-1-yl)-1-oxoisoindolin-5-yl)oxy)cyclohexyl)azetidin-3-yl)benzonitrile